NC=1C(=NC(=CN1)C1=NC=CC(=C1F)OCC)C(=O)NC1=NC=CC=C1N1CCC(CC1)(C)N 3-Amino-N-(3-(4-amino-4-methylpiperidin-1-yl)pyridin-2-yl)-6-(4-ethoxy-3-fluoropyridin-2-yl)pyrazin-2-carboxamid